O[C@@H](CCC(=O)O)[C@@H](\C=C\C=C\C=C/C\C=C/C=C/[C@H](C\C=C/CC)O)O (4S,5R,6E,8E,10Z,13Z,15E,17S,19Z)-4,5,17-trihydroxy-6,8,10,13,15,19-docosahexaenoic acid